CN(C)C(C(C)O)O N,N-dimethylamino-1,2-propanediol